COC(=O)C1=NC=C(C=C1C1=C(C=CC=C1F)F)F (2,6-difluorophenyl)-5-fluoropyridine-2-carboxylic acid methyl ester